N-[5-(IMIDAZO[1,2-A]PYRIMIDIN-2-YL)PHENYL]-BENZAMIDE N=1C(=CN2C1N=CC=C2)C=2C=CC=C(C2)NC(C2=CC=CC=C2)=O